NCCCN1CCN(CC1)CCCN 1,4-bis[3-aminopropyl]piperazine